2-fluoro-3-(thiazol-2-yl)prop-2-en-1-one FC(C=O)=CC=1SC=CN1